1-(3-(4-methoxyphenyl)-1,2,4-oxadiazol-5-yl)-N-((1-(((S)-1-methylpiperidin-3-yl)methyl)pyrrolidin-3-yl)methyl)piperidine-4-carboxamide diformate C(=O)O.C(=O)O.COC1=CC=C(C=C1)C1=NOC(=N1)N1CCC(CC1)C(=O)NCC1CN(CC1)C[C@@H]1CN(CCC1)C